CC1(NC2=CC=CC=C2C1)N 2-Methyl-1H-indol-amine